[3-[3-(2-hydroxyethoxycarbamoyl)pyrazol-1-yl]-7-oxo-1,6-diazabicyclo[3.2.1]oct-3-en-6-yl]-sulfat OCCONC(=O)C1=NN(C=C1)C=1CN2C(N(C(C1)C2)OS(=O)(=O)[O-])=O